tert-butyl 4-formyl-3,3-dimenthyl-piperidine-1-carboxylate C(=O)C1C(CN(CC1)C(=O)OC(C)(C)C)(C1CC(CCC1C(C)C)C)C1CC(CCC1C(C)C)C